BrC1=C(C=C(C(=C1)OC)I)Cl 1-Bromo-2-chloro-4-iodo-5-methoxybenzene